(2S)-2-[[(2S)-2-(hexadecanoylamino)-3-phenyl-propanoyl]amino]-3-phenyl-propanoic acid C(CCCCCCCCCCCCCCC)(=O)N[C@H](C(=O)N[C@H](C(=O)O)CC1=CC=CC=C1)CC1=CC=CC=C1